COC(=O)C1=C(C2=NC=CC(=C2S1)C1=C(C(=CC(=C1)F)F)F)C(C)=O 3-acetyl-7-(2,3,5-trifluorophenyl)thieno[3,2-b]Pyridine-2-carboxylic acid methyl ester